O=C1NC=C(C(N1)=O)C=1C=C(C=2N(N1)C=CN2)[C@@H]2[C@H](C2)C=2C=C(C(=O)O)C=CC2 |r| racemic-3-((1S,2S)-2-(6-(2,4-dioxo-1,2,3,4-tetrahydropyrimidin-5-yl)imidazo[1,2-b]pyridazin-8-yl)cyclopropyl)benzoic acid